FC=1C=CC(=NC1)C=1C(=C(C=CC1)S(=O)(=O)N)[N+](=O)[O-] (5-fluoropyridin-2-yl)-2-nitrobenzenesulfonamide